[2-(4,4-difluoroazepan-1-yl)-6-(trifluoromethyl)-3-pyridinyl]boronic acid FC1(CCN(CCC1)C1=NC(=CC=C1B(O)O)C(F)(F)F)F